CO[Si](CCCCSSSCCCC[Si](OC)(OC)OC)(OC)OC bis(4-trimethoxysilylbutyl) trisulfide